(4aS)-N-(2,6-dioxopiperidin-3-yl)-N-methyl-1,2,3,4,4a,5-hexahydrobenzo[b]pyrazino[1,2-d][1,4]oxazine-8-carboxamide O=C1NC(CCC1N(C(=O)C=1C=CC2=C(OC[C@H]3N2CCNC3)C1)C)=O